(R)-3-((S)-2-((tert-butoxycarbonyl)(methyl)amino)-N,4-dimethylpentanamido)-4-methoxy-4-oxobutanoic acid C(C)(C)(C)OC(=O)N([C@H](C(=O)N(C)[C@H](CC(=O)O)C(=O)OC)CC(C)C)C